COC=1C=C2C(=CC=NC2=CC1OC)OC=1C=CC(=NC1)NC(=O)C1=CN(N=C(C1=O)C1=CC=C(C=C1)F)C(C)C N-(5-((6,7-dimethoxyquinolin-4-yl)oxy)pyridin-2-yl)-6-(4-fluorophenyl)-2-isopropyl-5-oxo-2,5-dihydropyridazine-4-carboxamide